2,4-difluorotrichlorotoluene FC1=C(C(Cl)(Cl)Cl)C=CC(=C1)F